O[13C](=O)CCCCCCCCC [1-13C]Capric acid